ClC1=C(C=C(CNC2=C3N=CN(C3=NC=N2)[C@H]2[C@@H](O)[C@H](O)[C@H](O2)CO)C=C1)C(F)(F)F 6-(4-chloro-3-(trifluoromethyl)benzylamino)-9-β-D-arabinofuranosylpurine